(2R,3S,4S,5R)-3-(3,4-difluoro-2-methoxyphenyl)-4,5-dimethyl-N-(5-methyl-7-oxo-6,7-Dihydro-1H-pyrrolo[2,3-c]pyridin-3-yl)-5-(trifluoromethyl)tetrahydrofuran-2-carboxamide FC=1C(=C(C=CC1F)[C@H]1[C@@H](O[C@]([C@H]1C)(C(F)(F)F)C)C(=O)NC1=CNC=2C(NC(=CC21)C)=O)OC